NCCCCC=1N(C2=C(C=NC=3C=CC=CC23)N1)OCCCCNC(CCCCCCCCCCCCCCCCC)=O N-(4-{[4-aminobutyl-1H-imidazo[4,5-c]quinolin-1-yl]oxy}butyl)octadecanamide